FC1(C(C=2C(=CNC2CC1)C(F)(F)F)O)F 5,5-difluoro-3-(trifluoromethyl)-4,5,6,7-tetrahydro-1H-indol-4-ol